C(C)(C)(C)OC(=O)N1C2CN(CC1CC2)C2=NC(=CC1=C2CN(C1=O)C(=O)[O-])N(C)C(C)C 4-(8-(tert-butoxycarbonyl)-3,8-diazabicyclo[3.2.1]octan-3-yl)-6-(isopropyl(methyl)amino)-1-oxo-1,3-dihydro-2H-pyrrolo[3,4-c]pyridine-2-carboxylate